5-(2-nitro-1-(2-phenyl-1H-indol-3-yl)ethyl)thiophene-2-sulfonyl fluoride [N+](=O)([O-])CC(C1=C(NC2=CC=CC=C12)C1=CC=CC=C1)C1=CC=C(S1)S(=O)(=O)F